tert-butyl (4R)-4-[(1S)-1-cyclobutyl-5-[methoxy(methyl)amino]-5-oxo-pentyl]-2,2-dimethyl-oxazolidine-3-carboxylate C1(CCC1)[C@H](CCCC(=O)N(C)OC)[C@H]1N(C(OC1)(C)C)C(=O)OC(C)(C)C